CC=1C=C(C=CC1CC1=CC=2N(C=C1)N=CN2)NC(OC(C)(C)C)=O tert-butyl N-(3-methyl-4-[[1,2,4]triazolo[1,5-a]pyridin-7-ylmethyl]phenyl)carbamate